1,3,5-tris(3-ethyl-4-aminophenoxy)benzene tert-butyl-(2-((tert-butoxy((R)-2-hydroxy-3-(((E)-octadecan-2-en-1-yl)oxy)propoxy)phosphoryl)oxy)ethyl)carbamate C(C)(C)(C)N(C(O)=O)CCOP(=O)(OC[C@@H](COC\C=C\CCCCCCCCCCCCCCC)O)OC(C)(C)C.C(C)C=1C=C(OC2=CC(=CC(=C2)OC2=CC(=C(C=C2)N)CC)OC2=CC(=C(C=C2)N)CC)C=CC1N